C(C)(C)OC1=C(C(=CC=C1)OC(C)C)C1=C(C(=CC=C1)C1=C(C=CC=C1OC(C)C)OC(C)C)P1C2(CCCCC2)CC(CC12CCCCC2)=O 7-[2,6-bis(2,6-diisopropoxyphenyl)phenyl]-7-phosphadispiro[5.1.58.36]Hexadecan-15-one